OCCCN1N=NC(=C1)CN(CC=1N=NN(C1)CCCO)CC=1N=NN(C1)CCCO tris[(1-(3-hydroxypropyl)-1H-1,2,3-triazole-4-yl)methyl]amine